CNC1=NC(NC=C1)=O methyl-cytosine